NC1=NC=2C=C(C(=CC2C2=C1C=NN2C)C(=O)N([C@H]2CCC1=NC(=CC=C12)C(F)(F)F)C)Cl 4-amino-7-chloro-N,1-dimethyl-N-((5S)-2-(trifluoromethyl)-6,7-dihydro-5H-cyclopenta[b]pyridin-5-yl)-1H-pyrazolo[4,3-c]quinoline-8-carboxamide